(2S,3S)-3-(2,4-dimethylphenyl)butan-2-yl N-[(3-hydroxy-4-methoxypyridin-2-yl)carbonyl]-L-alaninate OC=1C(=NC=CC1OC)C(=O)N[C@@H](C)C(=O)O[C@@H](C)[C@@H](C)C1=C(C=C(C=C1)C)C